C(C)(C)C=1C=C(C=CC1OC1=CC=NC2=CC(=CC=C12)OC)N1C(N(CC1=O)C=1C(N(C=C(C1)C(F)(F)F)C)=O)=O 3-{3-isopropyl-4-[(7-methoxy-4-quinolinyl)oxy]phenyl}-1-[1-methyl-2-oxo-5-(trifluoromethyl)-1,2-dihydro-3-pyridinyl]-2,4-imidazolidinedione